C(C)(C)(C)OC(=O)N[C@@H](C(=O)O)[C@@H](C)C1=C(C=C(C(=C1)F)[N+](=O)[O-])Cl (2R,3S)-2-{[(tert-butoxy)carbonyl]amino}-3-(2-chloro-5-fluoro-4-nitrophenyl)butanoic acid